N-((S)-1-(6-(4-chloro-1H-pyrazol-1-yl)pyridin-3-yl)ethyl)-2-methylpropan-2-sulfinamide ClC=1C=NN(C1)C1=CC=C(C=N1)[C@H](C)NS(=O)C(C)(C)C